C(C)C(CN1C(=C(C(C2=CC=C(C=C12)OC1OCCCC1)=O)OC1OCCCC1)C1=CC(=C(C=C1)OC1OCCCC1)OC1OCCCC1)CCCC N-(2-ethylhexyl)-2-(3,4-ditetrahydropyranyloxyphenyl)-3,7-ditetrahydropyranyloxyquinolin-4-one